7-((6-(azepan-1-yl)-5-methylpyridin-3-yl)methyl)-2-butoxyimidazo[2,1-f][1,2,4]triazin-4-amine N1(CCCCCC1)C1=C(C=C(C=N1)CC1=CN=C2C(=NC(=NN21)OCCCC)N)C